1-[(11S)-6,11-dihydrodibenzo[b,e]thiepin-11-yl]-2,3-dihydro-5-hydroxy-3-[(1R)-2,2,2-trifluoro-1-methylethyl]-1H-pyrido[2,1-f][1,2,4]triazine-4,6-dione C1=CC=CC=2SCC3=C([C@@H](C21)N2N1C(C(N(C2)[C@@H](C(F)(F)F)C)=O)=C(C(C=C1)=O)O)C=CC=C3